(2S)-3-[3-[2-Oxo-3-[3-(tritritiomethoxy)phenyl]imidazolidin-1-yl]phenyl]-2-[(3R)-pyrrolidin-3-yl]propanoic acid O=C1N(CCN1C1=CC(=CC=C1)OC([3H])([3H])[3H])C=1C=C(C=CC1)C[C@H](C(=O)O)[C@@H]1CNCC1